4-(2-((tert-butyldimethylsilyl)oxy)ethoxy)pyridin-3-amine [Si](C)(C)(C(C)(C)C)OCCOC1=C(C=NC=C1)N